4-methyl-6a,7,8,9-tetrahydropyrrolo[2,1-H]Pteridin-6(5H)-one CC1=NC=NC=2N3C(C(NC12)=O)CCC3